1-[(2,6-dichlorophenyl)methyl]-1-(3-pyridyl)hydrazine ClC1=C(C(=CC=C1)Cl)CN(N)C=1C=NC=CC1